N-(6-(4-methylpiperazin-1-yl)pyridin-3-yl)-5-(thieno[3,2-c]pyridin-2-yl)-7H-pyrrolo[2,3-d]pyrimidin-2-amine CN1CCN(CC1)C1=CC=C(C=N1)NC=1N=CC2=C(N1)NC=C2C2=CC=1C=NC=CC1S2